ClC1=C(C=C(C=C1)F)C1(N(C(C=2C1=C(C=C1C(=NNC21)C#N)NC(=O)C2=NSC1=C2C=CC=C1)=O)CC1=CC=C(C=C1)OC)O N-[6-(2-chloro-5-fluorophenyl)-3-cyano-6-hydroxy-7-[(4-methoxyphenyl)methyl]-8-oxo-1,6,7,8-tetrahydropyrrolo[4,3-g]indazol-5-yl]benzo[d][1,2]thiazole-3-carboxamide